nitrotetrazolium chloride nitrogen [N].[Cl-].[N+](=O)([O-])[N+]=1NN=NC1